N-(cyanomethyl)-4-(2,5-dichloropyrimidin-4-yl)benzamide C(#N)CNC(C1=CC=C(C=C1)C1=NC(=NC=C1Cl)Cl)=O